FC1=CC(=CC2=CC=3C[C@@](CCC3N=C12)(C(C)C)F)C(=O)N[C@H](CCN1CCC2(CCO2)CC1)C=1C=NC(=CC1)C1=CN=NC=C1 (7S)-4,7-difluoro-7-isopropyl-N-[(1R)-3-(1-oxa-7-azaspiro[3.5]nonan-7-yl)-1-(6-pyridazin-4-yl-3-pyridyl)propyl]-6,8-dihydro-5H-acridine-2-carboxamide